Benzyl (1R,3R,5S)-3-(tert-Butyl)-3-hydroxy-8-azabicyclo[3.2.1]octane-8-carboxylate C(C)(C)(C)C1(C[C@H]2CC[C@@H](C1)N2C(=O)OCC2=CC=CC=C2)O